3-(imidazo[1,2-a]pyridin-6-yl)-N-(2-(4-methylpiperazin-1-yl)pyridin-4-yl)-1H-pyrrolo[2,3-b]pyridin-5-amine N=1C=CN2C1C=CC(=C2)C2=CNC1=NC=C(C=C12)NC1=CC(=NC=C1)N1CCN(CC1)C